[Na+].ClC=1N(C2=C(C(=CC=C2C1SC=1C(=C(C(=O)[O-])C=CC1)F)Cl)F)C=1C=NN(C1)C 3-((2,6-dichloro-7-fluoro-1-(1-methyl-1H-pyrazol-4-yl)-1H-indol-3-yl)thio)-2-fluorobenzoic acid sodium salt